C(C)OC(CC(CC(=O)OCC)C1=C(C=CC=C1)Br)=O 3-(2-bromophenyl)glutaric acid diethyl ester